C(C)(=O)C(C(=O)OC(C(CCCCCCCC=C)C(C)=O)=O)CCCCCCCC=C Acetyl-undecylenic anhydride